ClC=1C=C(C=CC1Cl)NC1=CC=2C3=C(N(C2C=C1)CCNC(=N)N)CCC3 1-(2-(7-(3,4-Dichlorophenylamino)-2,3-dihydrocyclopenta[b]indol-4(1H)-yl)ethyl)guanidine